The molecule is a member of the class of ureas that is urea in which the two nitrogen atoms are substituted by an ethyl group and a 2-cyano-2-(methoxyimino)acetyl group respectively. A fungicide used to control Peronosporales on a range of crops including vines, hops and potatoes. It has a role as an environmental contaminant, a xenobiotic and an antifungal agrochemical. It is a member of ureas, a nitrile, an oxime O-ether and an aliphatic nitrogen antifungal agent. CCNC(=O)NC(=O)/C(=N/OC)/C#N